C([C@H](CCC)N)N (2S)-pentane-1,2-diamine